6-bromo-3-(hydroxymethyl)-2H-benzofuran-3-carboxylic acid BrC1=CC2=C(C(CO2)(C(=O)O)CO)C=C1